acetamide Hydrochloride salt Cl.C(C)(=O)N